ClC1=C(C(=O)NC=2C=C3C(=CNC3=CC2)C=2CCN(CC2)C(C)CCC)C=CC=C1 5-(2-chlorobenzoyl)amino-3-(1-(2-pentyl)-1,2,3,6-tetrahydropyridin-4-yl)-1H-indole